ClC1=C2NC(C(=NC2=CC=C1CN1CCN(CC1)C=1C=CC(=NC1C)C(=O)NC)C)=O 5-[4-[(5-Chloro-2-methyl-3-oxo-4H-quinoxalin-6-yl)methyl]piperazin-1-yl]-N,6-dimethyl-pyridine-2-carboxamide